OC(C)(C)C1=CC=C(C=N1)C1=CN=C2C(=N1)N(C(CN2)=O)[C@@H]2CC[C@H](CC2)OC 7-(6-(2-hydroxyprop-2-yl)pyridin-3-yl)-1-((trans)-4-methoxycyclohexyl)-3,4-dihydropyrazino[2,3-B]pyrazin-2(1H)-one